CNC1CCN(CC1)C=1C=CC(=NC1)NC=1C=CC(=C2CNC(C12)=O)C1=C2C(=NC=C1)NC=C2 7-[[5-[4-(methylamino)-1-piperidyl]-2-pyridyl]amino]-4-(1H-pyrrolo[2,3-b]pyridin-4-yl)isoindolin-1-one